C(N)(OC[C@H]1N(CC1)C=1C=CC(=C2C=C(N=CC12)Cl)C(C)C)=O (S)-((1-(3-chloro-5-isopropylisoquinolin-8-yl) azetidin-2-yl) methyl) carbamate